COC1=C(C=CC=C1)CN[C@@H]1[C@@H](NCCC1)C1=CC=CC=C1 (2S,3S)-N-[(2-methoxyphenyl)methyl]-2-phenylpiperidin-3-amine